C(#N)C1=C(C=CC(=C1)C(F)(F)F)N1CCC(CC1)(C(=O)N[C@@H]1CN(CC1)C)C=1C=CC(=NC1)C=1C(=NC=CC1)C1CC1 1-[2-cyano-4-(trifluoromethyl)phenyl]-4-{2'-cyclopropyl-[2,3'-bipyridine]-5-yl}-N-[(3S)-1-methylpyrrolidin-3-yl]piperidine-4-carboxamide